C(CCCCC)(=O)OCC(CBr)(CBr)COC(CBr)=O 3-bromo-2-{[(bromoacetyl)oxy]methyl}-2-(bromomethyl)propyl hexanoate